2,3,6-Trimethylhydroquinone CC1=C(O)C(=CC(=C1C)O)C